4-(2-(4,6-dimethylpyrazolo[1,5-a]pyrazin-2-yl)-4-oxo-4H-pyrido[1,2-a]pyrimidin-7-yl)-5,6-dihydropyridine-1(2H)-carboxylic acid tert-butyl ester C(C)(C)(C)OC(=O)N1CC=C(CC1)C=1C=CC=2N(C(C=C(N2)C2=NN3C(C(=NC(=C3)C)C)=C2)=O)C1